FC(OC1=CC=C(C=C1)N1C(C(=CC2=C1N=C(N=C2)OCC)C2=CN(C(C=C2)=O)C)=O)F 8-(4-(difluoromethoxy)phenyl)-2-ethoxy-6-(1-methyl-6-oxo-1,6-dihydropyridin-3-yl)pyrido[2,3-d]pyrimidin-7(8H)-one